Br\C=C/1\CN(CN1)CCO[Si](C)(C)C(C)(C)C (5Z)-5-(bromomethylene)-3-{2-[(tert-butyldimethylsilyl)oxy]ethyl}imidazoline